((Ethoxycarbonyl)oxy)methyl 5-chloro-2-((pyrazolo[1,5-a]pyrimidine-3-carboxamido)methyl)benzofuran-7-carboxylate ClC=1C=C(C2=C(C=C(O2)CNC(=O)C=2C=NN3C2N=CC=C3)C1)C(=O)OCOC(=O)OCC